(2-((6-(2,6-dichloro-3,5-dimethoxyphenyl)-4,5,6,7-tetrahydro-1H-indazol-3-yl)amino)-3-methylphenyl)acrylamide ClC1=C(C(=C(C=C1OC)OC)Cl)C1CCC=2C(=NNC2C1)NC1=C(C=CC=C1C)C(C(=O)N)=C